C(=O)C1N(C2(CC1C2)C)C(=O)OC(C)(C)C tert-butyl 3-formyl-1-methyl-2-azabicyclo-[2.1.1]hexane-2-carboxylate